1,2-dichloro-tetrafluoroethane ClC(C(Cl)(F)F)(F)F